ClC1=C2CCN([C@@H](C2=C(C=C1)OCC=1N=NN(C1)C)CN1C(CCC1)=O)C(=O)[C@H]1[C@H](CCCC1)C(=O)NC (1S,2R)-2-((S)-5-chloro-8-((1-methyl-1H-1,2,3-triazol-4-yl)methoxy)-1-((2-oxopyrrolidin-1-yl)methyl)-1,2,3,4-tetrahydroisoquinoline-2-carbonyl)-N-methylcyclohexane-1-carboxamide